[Cl-].C(CCC)N1CC=C(C=C1)C 1-Butyl-4-Methylpyridin chlorid